2-[1H-benzimidazol-2-yl-(5-fluoro-2-hydroxy-phenyl)methyl]-6-[4-(1-methyl-4-piperidinyl)-phenyl]isoindolin-1-one, hydrochloride Cl.N1C(=NC2=C1C=CC=C2)C(N2C(C1=CC(=CC=C1C2)C2=CC=C(C=C2)C2CCN(CC2)C)=O)C2=C(C=CC(=C2)F)O